Propane-2-sulfonic acid (5-{6-[2-(2-cyano-7-fluoro-4-methoxy-indol-1-yl)-ethylamino]-pyrimidin-4-yl}-3-ethoxy-thiophene-2-carbonyl)-amide C(#N)C=1N(C2=C(C=CC(=C2C1)OC)F)CCNC1=CC(=NC=N1)C1=CC(=C(S1)C(=O)NS(=O)(=O)C(C)C)OCC